HEXYL 2-HEXYLDECANOATE C(CCCCC)C(C(=O)OCCCCCC)CCCCCCCC